C(#N)C1=C(C=C(OC2C(C(C2(C)C)NC(C2=CC=C(C=C2)N2CCC(CC2)CN(CC)C2CC(C2)OC=2C=C3C(N(C(C3=CC2)=O)C2C(NC(CC2)=O)=O)=O)=O)(C)C)C=C1)OC N-[3-(4-cyano-3-methoxy-phenoxy)-2,2,4,4-tetramethyl-cyclobutyl]-4-[4-[[[3-[2-(2,6-dioxo-3-piperidyl)-1,3-dioxo-isoindolin-5-yl]oxycyclobutyl]-ethyl-amino]methyl]-1-piperidyl]benzamide